NC(C(=O)O)CNC(C)=O 2-Amino-3-(acetylamino)propionic acid